BrC=1C(=CN2N=C(N=C(C21)OC)Cl)F 5-bromo-2-chloro-6-fluoro-4-methoxypyrrolo[2,1-f][1,2,4]triazine